CC([C@H](C)NC(=O)C1=CC(=NN1C)C1CCC(CC1)OC)(C)C N-((S)-3,3-dimethylbutan-2-yl)-3-((1S,4r)-4-methoxycyclohexyl)-1-methyl-1H-pyrazole-5-carboxamide